Cl.C(C1=CC=CC=C1)N(S(=O)(=O)C)C1CCC(CC1)C[C@H]1N[C@H](CC1)[C@H](O)C1=CC(=CC=C1)F N-Benzyl-N-((1R,4s)-4-(((2S,5R)-5-((S)-(3-fluorophenyl)(hydroxy)-methyl)pyrrolidin-2-yl)methyl)cyclohexyl)methanesulfonamide hydrochloride